2,2,2-trifluoro-N-(5-nitro-3-(phenylethynyl)pyridin-2-yl)acetamide FC(C(=O)NC1=NC=C(C=C1C#CC1=CC=CC=C1)[N+](=O)[O-])(F)F